(dimethylamino)butylcarbonate CN(C)CCCCOC([O-])=O